C(CC)OC(=O)N1CC(C(CC1)N1C(=NC2=C1C=CC=C2)S(=O)(=O)C)C propyl-4-(2-methanesulfonyl-1H-1,3-benzodiazol-1-yl)-3-methylpiperidine-1-carboxylate